ClC1=CC(=C(C=C1)CN)SC (4-chloro-2-(methylthio)phenyl)methylamine